OC1=C(C=CC(=C1)C(F)(F)F)C1=C(C=C(N=N1)C(C(=O)N)NC)C (6-(2-hydroxy-4-trifluoromethylphenyl)-5-methylpyridazin-3-yl)-2-(methylamino)acetamide